(S)-N1-(1-(2-(bicyclo[1.1.1]pentan-1-ylamino)-2-oxoethyl)-2-oxo-1,2-dihydropyridin-3-yl)-N6-cyclohexyl-2-(2-methyl-1,8-naphthyridine-3-carboxamido)-5-oxohexanediamide C12(CC(C1)C2)NC(CN2C(C(=CC=C2)NC([C@H](CCC(C(=O)NC2CCCCC2)=O)NC(=O)C=2C(=NC1=NC=CC=C1C2)C)=O)=O)=O